1-benzyl-5-ethoxy-2-(hydroxymethyl)pyridinium C(C1=CC=CC=C1)[N+]1=C(C=CC(=C1)OCC)CO